FC1=C(C=C(C=C1)NC(=O)C=1C(=C(N(C1C)C)C(C(=O)NC1=CC=C(C=C1)B(O)O)=O)C)C (4-(2-(4-((4-fluoro-3-methylphenyl)carbamoyl)-1,3,5-trimethyl-1H-pyrrol-2-yl)-2-oxoacetamido)phenyl)boronic acid